2-(Decyloxy)-4-pentadecylbenzyl 4-(bis(2-hydroxyethyl)amino)butanoate OCCN(CCCC(=O)OCC1=C(C=C(C=C1)CCCCCCCCCCCCCCC)OCCCCCCCCCC)CCO